C12CNCC(CC1)C2C2(OC(C1=C(O2)C=C(C=C1C(=O)OC)Cl)C)C methyl 2-(3-azabicyclo[3.2.1]oct-8-yl)-7-chloro-2,4-dimethylbenzo[D][1,3]dioxan-5-carboxylate